CCC1=C(C2=CC3=NC(=CC4=C(C(=C([N-]4)C=C5C(=C(C(=N5)C=C1[N-]2)CC)CC)CC)CC)C(=C3CC)CC)CC.[Pd+2] palladium(II) octaethylporphyrin